N-{4-[4-(3-{[2-(2,6-dioxopiperidin-3-yl)-1,3-dioxo-2,3-dihydro-1H-isoindol-4-yl]amino}propoxy)butoxy]-2-fluorophenyl}acetamide O=C1NC(CCC1N1C(C2=CC=CC(=C2C1=O)NCCCOCCCCOC1=CC(=C(C=C1)NC(C)=O)F)=O)=O